3-(4-ethylpiperazine-1-yl)azetidine C(C)N1CCN(CC1)C1CNC1